NC(C)(C)C1=CC(=NC(=C1)C1=C(C=C(C=C1)F)C)OC1[C@@H]2CN(C[C@H]12)C(=O)C1=C(N=C(S1)C1=NC=CC=N1)C ((1R,5S,6s)-6-((4-(2-aminopropan-2-yl)-6-(4-fluoro-2-methylphenyl)pyridin-2-yl)oxy)-3-azabicyclo[3.1.0]hexan-3-yl)(4-methyl-2-(pyrimidin-2-yl)thiazol-5-yl)methanone